FC(C(C(=C(C(C(C(F)(F)F)(F)F)(OC)F)F)F)(F)F)(F)F 1,1,1,2,2,3,4,5,6,6,7,7,7-tridecafluoro-5-methoxyhept-3-ene